N-methylpyrazol boron [B].CN1N=CC=C1